({6-[(1,3-benzothiazol-2-yl)amino]-5-methylpyridazin-3-yl}(methyl)amino)-5-vinyl-1,3-thiazole-4-carboxylic acid S1C(=NC2=C1C=CC=C2)NC2=C(C=C(N=N2)N(C)C=2SC(=C(N2)C(=O)O)C=C)C